ditetradecyl peroxy dicarbonate C(OCCCCCCCCCCCCCC)(OOOOC(OCCCCCCCCCCCCCC)=O)=O